tert-butylperoxy-2,5-dimethylhexane C(C)(C)(C)OOCC(CCC(C)C)C